(1S,5R) or (1R,5S)-3-(8-Cyanoquinolin-5-yl)-N-(trans-3-morpholinocyclobutyl)-5-(trifluoromethyl)-3-azabicyclo[3.1.0]hexane-1-Formamide C(#N)C=1C=CC(=C2C=CC=NC12)N1C[C@@]2(C[C@@]2(C1)C(F)(F)F)C(=O)N[C@@H]1C[C@H](C1)N1CCOCC1 |o1:14,16|